FC1=CC(=C(C=C1)NC1=CN=C(C=C1C(=O)OC)C(F)(F)F)C(C)C methyl 5-((4-fluoro-2-isopropylphenyl)amino)-2-(tri-fluoromethyl)isonicotinate